ClCC(=O)N(N(C(CCl)=O)CC(=O)O)CC(=O)O 2,2'-(1,2-bis(2-chloroacetyl)hydrazine-1,2-diyl)diacetic acid